CC1(C[C@H](N(C1)C(=O)OC(C)(C)C)C(=O)OC)C O1-tert-butyl O2-methyl (2S)-4,4-dimethylpyrrolidine-1,2-dicarboxylate